C1(=CC(=CC(=C1)C(=O)O)C(=O)O)C1=CCC(C=C1)(C1=CC=CC=C1)C(=O)O p-terphenyl-3,4',5-tricarboxylic acid